C(CCC)[C@@H]1N=C(C2=CC=C(C=C2C1)OC)C1=CC=C(C=C1)NC12CC3CC(CC(C1)C3)C2 N-{4-[(3S)-3-butyl-6-methoxy-3,4-dihydroisoquinolin-1-yl]phenyl}adamantan-1-amine